(7S,7aS)-3,3-dimethyl-7-vinyltetrahydropyrrolo[1,2-c]oxazol-5(3H)-one CC1(OC[C@H]2N1C(C[C@H]2C=C)=O)C